3-(6-((5-amino-7-(((S)-1-hydroxyhex-3-yl)amino)-1H-pyrazolo[4,3-d]pyrimidin-1-yl)methyl)-5-methoxypyridin-3-yl)piperidine-1-carboxylic acid tert-butyl ester C(C)(C)(C)OC(=O)N1CC(CCC1)C=1C=NC(=C(C1)OC)CN1N=CC=2N=C(N=C(C21)N[C@H](CCO)CCC)N